Cl.N1(CCOCC1)C1=NC(=NC(N1C1=CC=C(C=C1)C)NC1=CC=C(C=C1)C)N 6-Morpholine-4-yl-N,N1-di-p-tolyl-[1,3,5]triazine-2,4-diamine hydrochloride